1H-indazole-1-carboxylate (tert-butyl-5-bromo-3-(pyridine-4-ylcarbamoyl) 1H-indole-1-carboxylate) C(C)(C)(C)C=1N(C2=CC=C(C=C2C1C(NC1=CC=NC=C1)=O)Br)C(=O)O.N1(N=CC2=CC=CC=C12)C(=O)O